C(=C)C1=CC(=NC=C1)N 4-ethenylpyridine-2-amine